6-iodo-2-oxaspiro[3.3]heptane IC1CC2(COC2)C1